1-(5-(4-AMINO-7-(2-HYDROXYETHYL)-7H-PYRROLO[2,3-D]PYRIMIDIN-5-YL)IMIDAZO[1,2-A]PYRIDIN-8-YL)-3-(4-((4-METHYLPIPERAZIN-1-YL)METHYL)-3-(TRIFLUOROMETHYL)PHENYL)UREA NC=1C2=C(N=CN1)N(C=C2C2=CC=C(C=1N2C=CN1)NC(=O)NC1=CC(=C(C=C1)CN1CCN(CC1)C)C(F)(F)F)CCO